BrC=1C=C(C=CC1)S(=O)(=O)NC(C)=O N-(3-bromobenzenesulfonyl)acetamide